(N-methylimidazole) bromide salt [Br-].CN1C=NC=C1